2,6-diethylpiperidine C(C)C1NC(CCC1)CC